(R)-4-(4-ethynylphenyl)-2-methylmorpholine C(#C)C1=CC=C(C=C1)N1C[C@H](OCC1)C